2-((2-oxo-6-(4-(trifluoromethyl)phenyl)-3,4-dihydroquinolin-1(2H)-yl)methyl)acrylic acid O=C1N(C2=CC=C(C=C2CC1)C1=CC=C(C=C1)C(F)(F)F)CC(C(=O)O)=C